11-(sec-butyl)-2-chloro-5,11-dihydro-6H-benzo[e]pyrimido[5,4-b][1,4]diazepin-6-one C(C)(CC)N1C2=C(NC(C3=C1C=CC=C3)=O)C=NC(=N2)Cl